C1(=CC=CC2=CC=CC=C12)OP(=O)(OC1=C(C(=C(C(=C1F)F)F)F)F)N[C@@H](C)C(=O)OCC(C)(C)C neopentyl ((naphthalen-1-yloxy) (perfluorophenoxy)phosphoryl)-L-alaninate